ClC1=CC=C(C=C1)CCC(=O)NC1=C(C(=O)O)C=CC=C1 2-(3-(4-chlorophenyl)propanamido)benzoic acid